1-(4-((4-((2,4,6-trichloro-phenyl)amino)pyrido[3,4-d]pyrimidin-6-yl)oxy)-piperidin-1-yl)prop-2-en-1-one ClC1=C(C(=CC(=C1)Cl)Cl)NC=1C2=C(N=CN1)C=NC(=C2)OC2CCN(CC2)C(C=C)=O